N-isopropyl-3,3-diphenyl-indoline C(C)(C)N1CC(C2=CC=CC=C12)(C1=CC=CC=C1)C1=CC=CC=C1